CN1N=C(C=C1B1OC(C)(C)C(C)(C)O1)C 1,3-dimethylpyrazole-5-boronic acid pinacol ester